([2,4'-bithiazol]-2'-yl)benzene-1,4-diamine S1C(=NC=C1)C=1N=C(SC1)C1=C(C=CC(=C1)N)N